2-([1-(2-Methoxyphenyl)-5-[3-(2-methylpropoxy)phenyl]-1H-pyrazol-3-yl]methoxy)-2-methylpropanoic acid COC1=C(C=CC=C1)N1N=C(C=C1C1=CC(=CC=C1)OCC(C)C)COC(C(=O)O)(C)C